C(C)(=O)N[C@H]1C[C@H](CCC1)C(=O)NC=1N=CC2=CC(=NC(=C2C1)NC1(CC1)C)C#N (1S,3R)-3-acetamido-N-(7-cyano-5-((1-methylcyclopropyl)amino)-2,6-naphthyridin-3-yl)cyclohexane-1-carboxamide